COC=1C=C(/C=C/C2=CC=C(OCC(CN3CCN(CC3)CCO)O)C=C2)C=C(C1)OC (E)-1-(4-(3,5-dimethoxystyryl)phenoxy)-3-(4-(2-hydroxyethyl)piperazin-1-yl)propan-2-ol